OC1=C(C2=C(N=C(O2)C)C=C1)C(C)=O 1-(6-hydroxy-2-methylbenzo[d]oxazol-7-yl)ethan-1-one